OP(O)(=O)OP(=O)(O)O.C(CCCC)N(CCCCC)CCCCC tripentylamine pyrophosphate